CC(C=O)(C)C1=NC=C(C=N1)C 2-methyl-2-(5-methylpyrimidin-2-yl)propanal